BrC=1C=C(C2=C(N(C(=N2)C2CCC2)C)C1)Cl 6-bromo-4-chloro-2-cyclobutyl-1-methyl-1H-benzo[d]imidazole